Cl.FC1=C(C=CC=C1)SC=1C=NC(=NC1)N1CCNCC1 5-(2-fluorophenylthio)-2-(piperazin-1-yl)pyrimidine HCl salt